N2-(4-Aminosulphonylphenyl)-N4-(3-cyanomethoxy-4,5-dimethoxyphenyl)-5-fluoro-2,4-pyrimidinediamine NS(=O)(=O)C1=CC=C(C=C1)NC1=NC=C(C(=N1)NC1=CC(=C(C(=C1)OC)OC)OCC#N)F